C(C)(C)(C)N(C(O)=O)[C@H]1CN(CC[C@H]1F)C1=C2C(=C(NC2=C(C=C1F)C(N)=O)C)C.C(CC)(=O)N1C(=NC(=C1)C1=CC=C(C=C1)C)C1N(CCCC1)C(CC)=O 1-(2-(3-propionyl-5-(p-tolyl)imidazol-2-yl)piperidin-1-yl)propan-1-one tert-butyl-((3S,4R)-1-(7-carbamoyl-5-fluoro-2,3-dimethyl-1H-indol-4-yl)-4-fluoropiperidin-3-yl)carbamate